4-(3-hydroxypropionyl)-3,4-dihydroquinoxalin-2(1H)-one OCCC(=O)N1CC(NC2=CC=CC=C12)=O